CC(C(C(=O)O)(O)C)(C(=O)O)O dimethyl-2,3-dihydroxysuccinic acid